[3-[[2-methoxy-4-(trifluoromethyl)phenyl]methylamino]azetidin-1-yl]-[6-[3-(trifluoromethyl)-1,2,4-triazol-1-yl]-2-azaspiro[3.3]heptan-2-yl]methanone COC1=C(C=CC(=C1)C(F)(F)F)CNC1CN(C1)C(=O)N1CC2(C1)CC(C2)N2N=C(N=C2)C(F)(F)F